FC=1C=C(C=C(C1)F)C=1C=NC2=CC=C(C=C2C1N1CCC(CC1)N)C1=NC=CC=C1C=NO 1-[3-(3,5-Difluorophenyl)-6-{3-[(hydroxyimino)methyl]pyridin-2-yl}chinolin-4-yl]piperidin-4-amin